benzyl 2-(3,8-diazabicyclo[3.2.1]octan-8-yl)-6,7-dihydrothiazolo[5,4-c]pyridine-5(4H)-carboxylate C12CNCC(CC1)N2C=2SC=1CN(CCC1N2)C(=O)OCC2=CC=CC=C2